C(C)(C)N1C=NC(=C1)C1=CN(C2=CC=C(C=C12)S(=O)(=O)NC)C1=CC=C(C=C1)C(F)(F)F 3-(1-isopropyl-1H-imidazol-4-yl)-N-methyl-1-(4-(trifluoromethyl)phenyl)-1H-indole-5-sulfonamide